COC=1C=C2C=NC=NC2=CC1 6-methoxyquinazolin